FC=1C(=CC(=C(C(=O)N[C@@H](CO)CC)C1)O[C@@H](C)CCC)N1N=C(N(C1=O)C)C(C)C 5-fluoro-N-[(2R)-1-hydroxybutan-2-yl]-4-[4-methyl-5-oxo-3-(propan-2-yl)-4,5-dihydro-1H-1,2,4-triazol-1-yl]-2-[(2S)-pentan-2-yloxy]benzamide